N-cyclohexylsulfamate sodium [Na+].C1(CCCCC1)NS([O-])(=O)=O